CN1C=2N(CC[C@@H](C1=O)NC(=O)C=1N=C3N(N1)CCC3)N=CC2 N-[(6S)-4-methyl-5-oxo-7,8-dihydro-6H-pyrazolo[1,5-a][1,3]diazepin-6-yl]-6,7-dihydro-5H-pyrrolo[1,2-b][1,2,4]triazole-2-carboxamide